(5-(2-amino-3-pentylquinolin-5-yl)pentyl)-3-(3-cyanophenyl)urea NC1=NC2=CC=CC(=C2C=C1CCCCC)CCCCCNC(=O)NC1=CC(=CC=C1)C#N